(R)-6-(4-aminophenyl)-2-((2-hydroxyphenyl)(1H-indol-2-yl)methyl)isoindolin-1-one NC1=CC=C(C=C1)C1=CC=C2CN(C(C2=C1)=O)[C@@H](C=1NC2=CC=CC=C2C1)C1=C(C=CC=C1)O